C(=O)C=1C=C(C=CC1O)N1CC2(CCN(C2)C(=O)OC(C)(C)C)CC1 tert-butyl 7-(3-formyl-4-hydroxyphenyl)-2,7-diazaspiro[4.4]nonane-2-carboxylate